di-O-lauroyl-glycerol arginate ammonium salt [NH4+].N[C@@H](CCCNC(N)=N)C(=O)OCC(COC(CCCCCCCCCCC)=O)OC(CCCCCCCCCCC)=O